tert-butyl (2S)-2-((2-(1-(benzyloxy)ethyl)-4-chloro-6-(cyclopropylamino)phenyl)sulfonamido)-3-(6-fluoro-2,3-dimethylphenyl)butanoate C(C1=CC=CC=C1)OC(C)C1=C(C(=CC(=C1)Cl)NC1CC1)S(=O)(=O)N[C@H](C(=O)OC(C)(C)C)C(C)C1=C(C(=CC=C1F)C)C